5-(2-chlorophenoxy)-3-((4-isopropoxybenzyl)amino)-4H-benzo[e][1,2,4]thiadiazine 1,1-dioxide ClC1=C(OC2=CC=CC3=C2NC(=NS3(=O)=O)NCC3=CC=C(C=C3)OC(C)C)C=CC=C1